2,4-diacetoxy-2,5-dimethyl-3(2H)-furanone C(C)(=O)OC1(OC(=C(C1=O)OC(C)=O)C)C